(S)-1-(8-isopropoxy-2-((1-(3,4,5-trimethoxyphenyl)-1H-imidazol-4-yl)amino)quinazolin-4-yl)pyrrolidin-2-carboxamide C(C)(C)OC=1C=CC=C2C(=NC(=NC12)NC=1N=CN(C1)C1=CC(=C(C(=C1)OC)OC)OC)N1[C@@H](CCC1)C(=O)N